OCC(CO)(CO)C 2-hydroxymethyl-2-methyl-1,3-propylene glycol